2-(3,3-Dimethylbutyl)-2,6-diazaspiro[3.5]nonane CC(CCN1CC2(C1)CNCCC2)(C)C